ethyl (E)-N-(2-cyano-5-(methylsulfonyl)-3-(6-azaspiro[2.5]octan-6-yl)phenyl)formimidate C(#N)C1=C(C=C(C=C1N1CCC2(CC2)CC1)S(=O)(=O)C)/N=C/OCC